FC(OC1=CC=CC=2C(N([C@H]3C=4N([C@@H](C21)C3)C3=C(N4)C=CC(=C3)C#CC3C(N(C3)C3COC3)(C)C)C([2H])([2H])[2H])=O)F (7R,14R)-1-(difluoromethoxy)-11-((2,2-dimethyl-1-(oxetan-3-yl)azetidin-3-yl)ethynyl)-6-(methyl-d3)-6,7-dihydro-7,14-methanobenzo[f]benzo[4,5]imidazo[1,2-a][1,4]diazocin-5(14H)-one